NCC(C(OCCOCCOCCOCCOCCNC(OC(C)(C)C)=O)C)F Tert-butyl N-[2-[2-[2-[2-[2-(3-amino-2-fluoro-1-methyl-propoxy)ethoxy]ethoxy]ethoxy] ethoxy]ethyl]carbamate